5-fluoro-2-nitro-N-[4-(trifluoromethyl)phenyl]benzenesulfonamide FC=1C=CC(=C(C1)S(=O)(=O)NC1=CC=C(C=C1)C(F)(F)F)[N+](=O)[O-]